(1R,2R,3S,4S)-N-(2'-chloro-2-fluoro-[1,1'-biphenyl]-4-yl)-3-(pyridin-4-yl)-7-oxabicyclo[2.2.1]heptane-2-carboxamide ClC1=C(C=CC=C1)C1=C(C=C(C=C1)NC(=O)[C@H]1[C@H]2CC[C@@H]([C@@H]1C1=CC=NC=C1)O2)F